3-Tolualdehyd C1(=CC(=CC=C1)C=O)C